(4-bromo-7-methoxynaphthalen-1-yl)acetamide sodium hemivalproate C(C(CCC)CCC)(=O)[O-].[Na+].BrC1=CC=C(C2=CC(=CC=C12)OC)CC(=O)N.BrC1=CC=C(C2=CC(=CC=C12)OC)CC(=O)N.[Na+]